C1=CC12CCCCCCCCCCC2 spiro[2.11]tetradec-1-ene